C1(CC1)C1=NNC2=CC=C(C=C12)C1=CN=C2N1N=C(C=C2)N2CCC(CC2)(F)F 3-(3-cyclopropyl-1H-indazol-5-yl)-6-(4,4-difluoropiperidin-1-yl)imidazo[1,2-b]pyridazine